FC1=C2C=CNC2=CC(=C1OC=1C=CC(=C(C1)C=1NC(=CN1)CC=1C(=C(C=CC1)CCCO)F)F)F 3-(3-((2-(5-((4,6-Difluoro-1H-indol-5-yl)oxy)-2-fluorophenyl)-1H-imidazol-5-yl)methyl)-2-fluorophenyl)propan-1-ol